(4-(3,5-bis(trifluoromethyl)phenyl)piperidin-1-yl)(6-methoxy-[1,2,4]triazolo[4,3-a]pyridin-3-yl)methanone FC(C=1C=C(C=C(C1)C(F)(F)F)C1CCN(CC1)C(=O)C1=NN=C2N1C=C(C=C2)OC)(F)F